CN(C/C=C/C(=O)N(C1=C2CN(CC2=CC=C1C)C(=O)OC(C)(C)C)C)C tert-butyl 4-[[(E)-4-(dimethylamino)but-2-enoyl]-methyl-amino]-5-methyl-isoindoline-2-carboxylate